3,4-dibromobenzylamine BrC=1C=C(CN)C=CC1Br